O=C1OC2(CN1)CCNCC2 2-Oxo-1-oxa-3,8-diaza-spiro[4.5]decane